ClC=1C(=C2C=NNC2=C(C1F)N(C)[C@H]1C[C@H](CC1)O)C=1N=CC=2N(C1)C=C(N2)NC(=O)[C@H]2[C@H](C2)F (1S,2S)-N-(6-(5-chloro-6-fluoro-7-(((1R,3S)-3-hydroxycyclopentyl)(methyl)amino)-1H-indazol-4-yl)imidazo[1,2-a]pyrazin-2-yl)-2-fluorocyclopropane-1-carboxamide